Cl.N[C@@H](C(=O)N1CCN(CC1)CC1=C(C=CC=C1)OC)C1CCN(CC1)CCC1=CSC=C1 (R)-2-amino-1-(4-(2-methoxybenzyl)piperazin-1-yl)-2-(1-(2-(thiophen-3-yl)ethyl)piperidin-4-yl)ethan-1-one hydrochloride